N1=C(C=CC=C1)C1(CC1)C([O-])=S pyridylcyclopropanethiocarboxylate